1-(3,5-difluorobenzyl)-3-methyl-2-oxo-1,2,3,4-tetrahydroquinazoline-7-carboxylic acid methyl ester COC(=O)C1=CC=C2CN(C(N(C2=C1)CC1=CC(=CC(=C1)F)F)=O)C